N[C@H]1CCCC1=C(F)F (1S,3S)-3-AMINO-4-(DIFLUORoMETHYLIDEN)-CYCLOPENTAN